O=C1C=CCN1C1=CC=C(C=C1)S(=O)(=O)N1CCN(CC1)C(=O)OCC1=CC=CC=C1 Benzyl 4-[4-(5-oxo-2H-pyrrol-1-yl)phenyl]sulfonylpiperazine-1-carboxylate